methyl 2-amino-indan-2-carboxylate HCl Cl.NC1(CC2=CC=CC=C2C1)C(=O)OC